ClC1=CC=C(C=C1)C1=C(CC(CC1)(C)C)CN1CCN(CC1)C1=CC=C(C(=O)OCC)C=C1 ethyl 4-{4-[(4'-chloro-4,4-dimethyl-3,4,5,6-tetrahydro[1,1'-biphenyl]-2-yl)methyl]piperazin-1-yl}benzoate